3,5-dimethoxy-4-((1R,6R)-3-methyl-6-(prop-1-en-2-yl)cyclohex-2-enyl)phenylboronic acid COC=1C=C(C=C(C1[C@@H]1C=C(CC[C@H]1C(=C)C)C)OC)B(O)O